C[C@@H]1CN(CCN1CC1CCNCC1)C1=CC=C(C=N1)[C@@H]1CNCCC1 |&1:20| (3RS)-3-{6-[(3R)-3-methyl-4-(piperidin-4-ylmethyl)piperazin-1-yl]pyridin-3-yl}piperidine